5-(2,2-difluorobenzo[d][1,3]dioxolan-5-yl)-N-(5-fluoro-1H-indol-3-yl)isoindoline-2-carboxamide FC1(OC2=C(O1)C=CC(=C2)C=2C=C1CN(CC1=CC2)C(=O)NC2=CNC1=CC=C(C=C21)F)F